FC1CN(C1)C1=CC=C(C=N1)N1C(NC2=C1C=CC=C2)=O 1-(6-(3-fluoroazetidin-1-yl)pyridin-3-yl)-1H-benzo[d]imidazol-2(3H)-one